2-cyclopentyl-6-(5-isopropoxy-1-trityl-1H-indazol-3-yl)-4-morpholinopyridazin-3(2H)-one C1(CCCC1)N1N=C(C=C(C1=O)N1CCOCC1)C1=NN(C2=CC=C(C=C12)OC(C)C)C(C1=CC=CC=C1)(C1=CC=CC=C1)C1=CC=CC=C1